1-(3,5-difluorophenyl)-3-(4-(4-hydroxyphenyl)butan-2-yl)urea FC=1C=C(C=C(C1)F)NC(=O)NC(C)CCC1=CC=C(C=C1)O